5-hexyl-dihydro-4-methylfuran-2(3h)-one C(CCCCC)C1C(CC(O1)=O)C